6-(oxetan-3-yl)pyrazolo[1,5-a]pyridine O1CC(C1)C=1C=CC=2N(C1)N=CC2